NC=1C=NN(C1)CCOC=1C=CC=C2C=C(N(C12)CC1CC1)C1=NN2C(C=CC(=C2)C(=O)N2C[C@@H](C[C@H](C2)F)N)=C1C (2-(7-(2-(4-amino-1H-pyrazol-1-yl)ethoxy)-1-(cyclopropylmethyl)-1H-indol-2-yl)-3-methylpyrazolo[1,5-a]pyridin-6-yl)((3r,5r)-3-amino-5-fluoropiperidin-1-yl)methanone